3-(5-bromo-3-methyl-2-oxo-1,3-benzodiazol-1-yl)piperidine-2,6-dione BrC1=CC2=C(N(C(N2C)=O)C2C(NC(CC2)=O)=O)C=C1